C(CCC)[Sn](C1=CC=C(S1)C=1SC(=CC1)C1=CC(=CC(=C1)C1=CC=C(S1)C=1SC(=CC1)[Sn](CCCC)(CCCC)CCCC)C1=CC=C(S1)C=1SC(=CC1)[Sn](CCCC)(CCCC)CCCC)(CCCC)CCCC 1,3,5-tris(5'-(tri-n-butylstannyl)-[2,2'-bithiophene]-5-yl)benzene